OC1=C(C=C(C=C1)B(O)O)OC(F)(F)F 4-HYDROXY-3-(TRIFLUOROMETHOXY)PHENYLBORONIC ACID